Methyl 3-(3-methoxybicyclo[1.1.1]pentan-1-yl)-1H-pyrazole-5-carboxylate COC12CC(C1)(C2)C2=NNC(=C2)C(=O)OC